ONO hydroxylhydroxylamine